C[C@H]1N(CCCC1)C(=O)O[C@H]1C[C@H](CC1)C1=CC(=NN1)NC(CC1=CC(=NO1)C)=O (1R,3S)-3-(3-{[(3-methyl-1,2-oxazol-5-yl)acetyl]-amino}-1H-pyrazol-5-yl)-cyclopentyl (2R)-2-meth-ylpiperidine-1-carboxylate